di-2-n-butyl-bis-(2-ethoxyethoxy)silane tert-butyl-4-(6-oxo-5-((3-(trifluoromethoxy)pyridin-2-yl)methyl)-5,6-dihydropyrido[2,3-b]pyrazin-7-yl)piperidine-1-carboxylate C(C)(C)(C)OC(=O)N1CCC(CC1)C1=CC=2C(=NC=CN2)N(C1=O)CC1=NC=CC=C1OC(F)(F)F.CC(CC)[Si](OCCOCC)(OCCOCC)C(C)CC